C(C)C1=C(C2=NC(=CC=C2N1S(=O)(=O)C1=CC=C(C)C=C1)N1CCNCC1)N(C=1SC(=C(N1)C1=CC=C(C=C1)F)C#N)C 2-((2-ethyl-5-(piperazin-1-yl)-1-tosyl-1H-pyrrolo[3,2-b]pyridin-3-yl)(methyl)amino)-4-(4-fluorophenyl)thiazole-5-carbonitrile